ClC=1C=C2C=C(N=CC2=C(N1)Cl)NC(=O)[C@H]1[C@@H](C1)C(F)(F)F |r| (+-)-trans-N-(6,8-dichloro-2,7-naphthyridin-3-yl)-2-(trifluoromethyl)cyclopropanecarboxamide